2-(2-((1,1-dimethylethyl)sulfonamido)thiazol-4-yl)-N-(4-(6-ethoxypyrazin-2-yl)phenyl)-2-methylpropanamide CC(C)(C)S(=O)(=O)NC=1SC=C(N1)C(C(=O)NC1=CC=C(C=C1)C1=NC(=CN=C1)OCC)(C)C